CN(NC)CC=1N(C2=CC=CC=C2C1)CCC(=O)NC(C(NCCOCCOCCC(NC(C(NC(C=O)C)=O)C(C)C)=O)=O)CCC(=O)O 18-(3-(2-((1,2-dimethylhydrazino)methyl)-1H-indol-1-yl)propionamido)-5-isopropyl-2-methyl-1,4,7,17-tetraoxo-10,13-dioxa-3,6,16-triazaheneicosane-21-oic acid